C1(=CC=CC=C1)C1=CC=NC2=CC=CC=C12 4-phenylquinoline